C(C)(C)(C)OC(=O)N[C@@H](C)C(=O)OCC(C)C isobutyl (tert-butoxycarbonyl)-L-alaninate